8-(3,4-bis(trifluoromethyl)phenyl)-9-(4-((1-(3-fluoropropyl)azetidin-3-ylidene)methyl)phenyl)-6,7-dihydro-5H-benzo[7]annulene-3-carboxylic acid FC(C=1C=C(C=CC1C(F)(F)F)C=1CCCC2=C(C1C1=CC=C(C=C1)C=C1CN(C1)CCCF)C=CC(=C2)C(=O)O)(F)F